C1(=CC=CC=C1)[C@H](CC)NC(=O)C1CCN(CC1)C(=O)C1=NNC(=C1)C1=CC=NC=C1 N-[(1S)-1-phenylpropyl]-1-[5-(pyridin-4-yl)-1H-pyrazole-3-carbonyl]piperidine-4-carboxamide